(R)-N-methyl-1,2,3,4,4a,5-hexahydropyrazino[1,2-d]pyrido[2,3-b][1,4]oxazine-8-carboxamide CNC(=O)C=1C=CC2=C(OC[C@@H]3N2CCNC3)N1